BrC=1C=CC(=NC1C)C(=O)C(C(=O)OC(C)(C)C)/C(/C)=N/C Tert-butyl (E)-2-(5-bromo-6-methylpicolinoyl)-3-(methylimino)butanoate